C(C)(C)(C)OC(=O)N(C(OC(C)(C)C)=O)CCCCO[Si](C)(C)C(C)(C)C tert-butyl (tert-butoxycarbonyl)(4-((tert-butyldimethylsilyl)oxy)butyl)carbamate